N,N'-bis[4-(bis(3-methylphenyl)amino)phenyl]-N,N'-diphenyl-[1,1'-biphenyl]-4,4'-diamine CC=1C=C(C=CC1)N(C1=CC=C(C=C1)N(C1=CC=C(C=C1)C1=CC=C(C=C1)N(C1=CC=CC=C1)C1=CC=C(C=C1)N(C1=CC(=CC=C1)C)C1=CC(=CC=C1)C)C1=CC=CC=C1)C1=CC(=CC=C1)C